CC1=CC=C(C=N1)CN1N=C(N=C1)C(=O)N ((6-methylpyridin-3-yl)methyl)-1H-1,2,4-triazole-3-carboxamide